ClC=1C(=C(CNCC[C@]2(CCOC3(C2)CCOCC3)C3=NC=C(C=C3)F)C=CC1)C (R)-N-(3-chloro-2-methylbenzyl)-2-(4-(5-fluoropyridin-2-yl)-1,9-dioxaspiro[5.5]undecane-4-yl)ethane-1-amine